C1(CC1)C(=O)N1CCN(CC1)C(=O)C=1C=NC2=CC=C(C=C2C1N1CCC2(CCCC2)CC1)OC (4-(cyclopropanecarbonyl)piperazin-1-yl)(6-methoxy-4-(8-azaspiro[4.5]decan-8-yl)quinolin-3-yl)methanone